CS(=O)(=O)OCCOCCNC1=C2C(N(C(C2=CC=C1)=O)C1C(NC(CC1)=O)=O)=O 2-[2-[[2-(2,6-Dioxo-3-piperidyl)-1,3-dioxo-isoindolin-4-yl]amino]ethoxy]ethyl methane-sulfonate